pentafluorobenzylammonium FC1=C(C(=C(C(=C1C[NH3+])F)F)F)F